(R)-2-((6-bromo-4-((1-(2-methyl-3-(trifluoromethyl)phenyl)ethyl)-amino)pyrido[3,4-d]pyrimidin-2-yl)oxy)ethan-1-ol BrC1=CC2=C(N=C(N=C2N[C@H](C)C2=C(C(=CC=C2)C(F)(F)F)C)OCCO)C=N1